ClC=1C=C(C2=C(CC(O2)(C)C)C1)C(=O)NC1CC2CCC(C1)N2C 5-chloro-2,2-dimethyl-N-(8-methyl-8-azabicyclo[3.2.1]oct-3-yl)-2,3-dihydro-1-benzofuran-7-carboxamide